4-(2,4-dichloroquinazolin-6-yl)morpholine ClC1=NC2=CC=C(C=C2C(=N1)Cl)N1CCOCC1